N1(C=NC=C1)CCONC(=O)[C@H]1N2C(N([C@H](CC1)C2)OS(=O)(=O)O)=O.[NH+]2=CC=CC=C2 pyridinium (2S,5R)-N-[2-(1H-imidazol-1-yl)ethoxy]-7-oxo-6-(sulfooxy)-1,6-diaza-bicyclo[3.2.1]octane-2-carboxamide